O=C1OC(=NN1)C=1C=C(C=NC1)C=1C=C2C(=C(C=NC2=CC1)C#N)NC(C)C1=CC=CC=C1 6-[5-(2-oxo-3H-1,3,4-oxadiazol-5-yl)-3-pyridyl]-4-(1-phenylethylamino)quinoline-3-carbonitrile